(6-chloro-2-(2-methyl-2H-tetrazol-5-yl)pyridin-3-yl)isoindoline-1,3-dione ClC1=CC=C(C(=N1)C=1N=NN(N1)C)N1C(C2=CC=CC=C2C1=O)=O